Tert-Butyl 4-[(5-fluoro-2-methoxyphenyl)(methyl)amino]piperidine-1-carboxylate FC=1C=CC(=C(C1)N(C1CCN(CC1)C(=O)OC(C)(C)C)C)OC